4-(7-fluoro-imidazo[1,2-a]pyridin-3-yl)isoindolin-1-one FC1=CC=2N(C=C1)C(=CN2)C2=C1CNC(C1=CC=C2)=O